(S)-5-(3-(3-aminoprop-1-yn-1-yl)phenyl)-N-(4-(2-(4-(4-chlorophenyl)-2,3,9-trimethyl-6H-thieno[3,2-f][1,2,4]triazolo[4,3-a][1,4]diazepin-6-yl)acetamido)butyl)furan-2-carboxamide NCC#CC=1C=C(C=CC1)C1=CC=C(O1)C(=O)NCCCCNC(C[C@H]1C=2N(C3=C(C(=N1)C1=CC=C(C=C1)Cl)C(=C(S3)C)C)C(=NN2)C)=O